NC=1C(=C(C=CC1)[C@H](CNC(C)(C)C)O)F (R)-1-(3-amino-2-fluorophenyl)-2-(tert-butylamino)-1-ethanol